(3-bromothiophen-2-yl)methanol BrC1=C(SC=C1)CO